[Na].ClC1=C(C2=C(NC1C)SC1=C2C=CC(=C1)C1=C(C=CC(=C1)C(F)(F)F)F)O 3-chloro-7-(2-fluoro-5-(trifluoromethyl)phenyl)-2-methylbenzo[4,5]thieno[2,3-b]pyridin-4(1H)-ol sodium salt